1-(5-Fluoro-2-iodophenyl)cyclopropane-1-carbonitrile FC=1C=CC(=C(C1)C1(CC1)C#N)I